(Z)-5-bromo-N-hydroxy-2-methoxybenzimidoyl chloride BrC=1C=CC(=C(/C(=N/O)/Cl)C1)OC